CC=1C=C(CNCCC2(CCOC3(CCCC3)C2)C2=NC=CC=C2)C=CC1C (3,4-dimethylbenzyl)-[2-(9-(pyridin-2-yl)-6-oxaspiro[4.5]decan-9-yl)ethyl]amine